C(C=C)(=O)N1CCC(CC1)NC=1N=C2C(=NC1)NC=C2C(=O)NCCC 2-[(1-acryloylpiperidin-4-yl)amino]-N-propyl-5H-pyrrolo[2,3-b]pyrazine-7-carboxamide